ClC1=CC(=CC2=C1N=C(S2)NC(=O)C2CNCCC2)F N-(4-chloro-6-fluoro-1,3-benzothiazol-2-yl)piperidine-3-carboxamide